3-(Ethylaminoethyl)-5-Methoxyindole C(C)NCCC1=CNC2=CC=C(C=C12)OC